N1CC(C1)C=1NC=CN1 2-(azetidine-3-yl)-1H-imidazole